C1=CC=CC=2OC3=C(C(=CC21)CN(CC#C)C)C=CC=C3 N-(dibenz(b,f)oxepin-10-ylmethyl)-N-methyl-N-prop-2-ynylamine